COC(=O)[C@@H]1N(CCC1)S(=O)(=O)C1=CC=C(C=C1)C=1C=NC(=CC1)NC([C@H](C)N)=O (2R)-1-(4-{6-[(2S)-2-aminopropionylamino]pyridin-3-yl}benzenesulfonyl)pyrrolidine-2-carboxylic acid methyl ester